C(C)(C)(C)OC(=O)N([C@H]1C[C@H](N(C1)C(=O)OC(C)(C)C)C(=O)OC)C1=NC(=CC=C1)C1=C(C(=CC=C1)C#N)NCCCNC O1-tert-butyl O2-methyl (2S,4S)-4-[tert-butoxycarbonyl-[6-[3-cyano-2-[3-(methylamino)propylamino]phenyl]-2-pyridyl]amino]pyrrolidine-1,2-dicarboxylate